C(C)NCC.C1(CCCC1)C1=C(C=C(COC2=CC=3C4=C(NC3C=C2)C(CC4)CC(=O)O)C=C1)C(F)(F)F 2-(7-(4-cyclopentyl-3-(trifluoromethyl)benzyloxy)-1,2,3,4-tetrahydrocyclopenta[b]indol-3-yl)acetic acid diethylamine salt